(2E)-3-(4-amino-3,5-dimethylphenyl)prop-2-enenitrile hydrochloride Cl.NC1=C(C=C(C=C1C)/C=C/C#N)C